CCCCCOC(=O)NC1=NC(=O)N(C=C1F)[C@H]2[C@@H]([C@@H]([C@H](O2)C)O)O 5-deoxy-5-fluoro-N-[(pentyloxy)carbonyl]cytidine